tert-butyl 6-(6-(1-methyl-1H-pyrazol-4-yl)pyrazolo[1,5-a]pyridin-3-yl)-3,6-diazabicyclo[3.2.1]octane-3-carboxylate CN1N=CC(=C1)C=1C=CC=2N(C1)N=CC2N2C1CN(CC(C2)C1)C(=O)OC(C)(C)C